O1C(CCCC1)O[C@H]1C[C@H]2CC([C@H]3[C@@H]4CC[C@H]([C@@H](CCC(=O)O)C)[C@]4(CC[C@@H]3[C@]2(CC1)C)C)=O 3α-tetrahydropyranyloxy-7-keto-5β-cholan-24-oic acid